FC=1C=C2C(N(C(=NC2=C(C1)S(=O)(=O)CCC(=O)OC)N1CCOCC1)C)=O methyl 3-(6-fluoro-3-methyl-2-morpholino-4-oxo-quinazolin-8-yl)sulfonylpropanoate